Imidazo[2',1':2,3][1,3]Diazepino[6,7,1-jk]Carbazole C1=CC=CC=2C3=CC=CC4=C3N(C12)C=1N(C=C4)C=CN1